2-(6-amino-5-cyclopropylpyridazin-3-yl)phenol NC1=C(C=C(N=N1)C1=C(C=CC=C1)O)C1CC1